trans-N-[8-amino-5-fluoro-6-(4-methyl-3-pyridyl)-2,7-naphthyridin-3-yl]-2-(1H-pyrazol-4-yl)cyclopropanecarboxamide NC=1N=C(C(=C2C=C(N=CC12)NC(=O)[C@H]1[C@@H](C1)C=1C=NNC1)F)C=1C=NC=CC1C